methyl 5-(2-amino-[1,2,4]triazolo[1,5-a]pyridin-7-yl)-2-chlorobenzoate NC1=NN2C(C=C(C=C2)C=2C=CC(=C(C(=O)OC)C2)Cl)=N1